P(O)(=O)(OP(=O)(O)OP(=O)(O)O)OC[C@@H]1[C@H]([C@H]([C@@H](O1)N1C=NC=2C(=N)N(C=NC12)C)O)O.CC1=C(C=CC(=C1)OC1=CC=CC=C1)N1C(NC2=C(SC=3N=CC=C1C32)C(=O)N3C[C@H](CC3)NC(CC)=O)=O (S)-N-(1-(5-(2-methyl-4-phenoxyphenyl)-4-oxo-4,5-dihydro-3H-1-thia-3,5,8-triazaacenaphthylene-2-carbonyl)pyrrolidin-3-yl)propionamide N1-methyl-adenosine-5'-triphosphate